3-fluoro-5-methylbenzonitrile FC=1C=C(C#N)C=C(C1)C